3,4-bis(dimethylphosphino)-2,5-di-n-butylthiophene CP(C1=C(SC(=C1P(C)C)CCCC)CCCC)C